2-[3-[4-(8-isoquinolyloxy)-3-(trifluoromethyl)phenoxy]phenyl]acetic acid C1=NC=CC2=CC=CC(=C12)OC1=C(C=C(OC=2C=C(C=CC2)CC(=O)O)C=C1)C(F)(F)F